COCCOC1=CC=C(C=C1)C=1SC=C(N1)C(C(=O)OC)(C)C methyl 2-(2-(4-(2-methoxyethoxy) phenyl) thiazol-4-yl)-2-methylpropionate